8-((1-(cyclopropylsulfonyl)cyclopropyl)methoxy)-N-(4-iodobenzyl)-1-methyl-2-oxo-1,2-dihydropyrido[2,3-d]pyridazine-3-carboxamide C1(CC1)S(=O)(=O)C1(CC1)COC=1N=NC=C2C1N(C(C(=C2)C(=O)NCC2=CC=C(C=C2)I)=O)C